ClC1=C(O[C@@H]2CN(CC2)CC(=O)NC=2C=CC=C3C(=CNC23)C2=NC(=NC=C2C)NC2=NN(C(=C2)C)C)C=CC(=C1)F (S)-2-(3-(2-chloro-4-fluorophenoxy)pyrrolidin-1-yl)-N-(3-(2-((1,5-dimethyl-1H-pyrazol-3-yl)amino)-5-methylpyrimidin-4-yl)-1H-indol-7-yl)acetamide